4-[1-(4-amino-3-methyl-1H-pyrazolo[3,4-d]pyrimidin-1-yl)ethyl]-6-chloro-2-[1-(isopropylsulfonyl)azetidin-3-yl]-3-methoxybenzonitrile NC1=C2C(=NC=N1)N(N=C2C)C(C)C2=C(C(=C(C#N)C(=C2)Cl)C2CN(C2)S(=O)(=O)C(C)C)OC